ClC1=NC=2N([C@@H](C(N(C2C=N1)C)=O)CC)CC=1SC=C(C1)C (R)-2-chloro-7-ethyl-5-methyl-8-((4-methylthiophene-2-yl)methyl)-7,8-dihydropteridin-6(5H)-one